(5-(2-(8-oxa-5-azaspiro[3.5]nonan-5-yl)acetamido)-2-methylpyridin-3-yl)-2-(2-methoxypyridin-3-yl)pyrazolo[5,1-b]thiazole-7-carboxamide C1CCC12N(CCOC2)CC(=O)NC=2C=C(C(=NC2)C)C=2N1C(SC2C=2C(=NC=CC2)OC)=C(C=N1)C(=O)N